COC=1C=C(C=CC1)C(C)=O m-methoxyacetophenone